BrC1=CC=C(C=C1)CCC(=O)C1=CC=CC=C1 3-(4-bromophenyl)-1-phenyl-1-propanone